C(C)(C)(C)OC(=O)N1CC(CC(C1)(F)F)C(=O)O 1-(tert-butoxycarbonyl)-5,5-difluoropiperidin-3-carboxylic acid